C1(=CC=CC=C1)C(=S)C=1N2CCC(C2=CC1)C(=O)OC1=CC(=C(C=C1)C=1SSC(C1)=S)C [3-methyl-4-(5-sulfanylidenedithiol-3-yl)phenyl] 5-(benzenecarbothioyl)-2,3-dihydro-1H-pyrrolizine-1-carboxylate